4,4-difluoro-1-(3-methoxy-3-oxopropionamido)cyclohexane-1-carboxylic acid methyl ester COC(=O)C1(CCC(CC1)(F)F)NC(CC(=O)OC)=O